C(CC1=C(C(=CC(=C1)C(C)(C)C)C(C)(C)C)O)C1=C(C(=CC(=C1)C(C)(C)C)C(C)(C)C)O ethylene-bis-(4,6-di-t-butylphenol)